OC(CC(=C)C)NC1=C2NC=NC2=NC=N1 N6-(cis-hydroxyisopentenyl)adenine